FC=1C(=C2C=CC(=CC2=CC1)O)SC 6-fluoro-5-(methylsulfanyl)naphthalen-2-ol